[N-]=[N+]=[N-].N(=NC1=CC=CC=C1)C1=CC=CC=C1 Azobenzene azide